benzyl ((S)-((R)-1-((2S,3S,5R)-5-(5-fluoro-2,4-dioxo-3,4-dihydropyrimidin-1(2H)-yl)-3-hydroxytetrahydrofuran-2-yl)-2-hydroxyethoxy)(phenoxy)phosphoryl)-L-alaninate FC=1C(NC(N(C1)[C@H]1C[C@@H]([C@H](O1)[C@@H](CO)O[P@](=O)(OC1=CC=CC=C1)N[C@@H](C)C(=O)OCC1=CC=CC=C1)O)=O)=O